tert-butyl (2S)-2-(((S)-1-cyano-2-(4-(3-methyl-2-oxo-2,3-dihydrobenzo[d]oxazol-5-yl)phenyl)ethyl)carbamoyl)-6-(methylsulfinyl)-1,4-oxazepane-4-carboxylate C(#N)[C@H](CC1=CC=C(C=C1)C=1C=CC2=C(N(C(O2)=O)C)C1)NC(=O)[C@H]1OCC(CN(C1)C(=O)OC(C)(C)C)S(=O)C